CN1CCC(CC1)OC=1C(=NC=CC1)N ((1-methylpiperidin-4-yl)oxy)pyridin-2-amine